C([C@@H]([C@H](CS)O)O)S L-(-)-Dithiothreitol